COC=1C(=C2C=CN(C2=C(C1)C)C(=O)OC(C)(C)C)CN1[C@H](CC2(CC2)CC1)C1=C(C=C(C=C1)C(=O)OC)N1CC(C1)OC tert-butyl (R)-5-methoxy-4-((5-(2-(3-methoxyazetidin-1-yl)-4-(methoxycarbonyl)phenyl)-6-azaspiro[2.5]octan-6-yl)methyl)-7-methyl-1H-indole-1-carboxylate